CS(=O)(=O)OCC1CN(CC1)C(=O)OCCCC butyl 3-(((methyl sulfonyl)oxy)methyl)pyrrolidine-1-carboxylate